C(#N)C1=C(C=CC=C1)[C@@H](CC)C=1C(=NN(C1)C(C)C)F (1R,2R)-1-(2-cyanophenyl)-1-(3-fluoro-1-isopropyl-1H-pyrazol-4-yl)propan